N[C@H]1CN(CC1)C=1N=NC(=C2C1C=NC(=C2)N2[C@H]1CO[C@@H](C2)C1)N[C@H](C)C=1C(=C(C#N)C=CC1)C 3-((R)-1-((4-((R)-3-aminopyrrolidin-1-yl)-7-((1R,4R)-2-oxa-5-azabicyclo[2.2.1]heptan-5-yl)pyrido[3,4-d]pyridazin-1-yl)amino)ethyl)-2-methylbenzonitrile